(4-chlorophenyl)-N-((1-(2-methoxyethyl)piperidin-4-yl)methyl)-2-(pyridin-3-yl)pyrimidin-4-amine ClC1=CC=C(C=C1)C=1C(=NC(=NC1)C=1C=NC=CC1)NCC1CCN(CC1)CCOC